tert-Butyl 3-chloro-8-((4-(methoxycarbonyl)benzyl)amino)-6,7-dihydrospiro[cyclopenta[d]pyrazolo[1,5-a]pyrimidine-5,4'-piperidine]-1'-carboxylate ClC=1C=NN2C1N=C1C(=C2NCC2=CC=C(C=C2)C(=O)OC)CCC12CCN(CC2)C(=O)OC(C)(C)C